tert-butyl 8-(6-aminopyridin-3-yl)-3,8-diazabicyclo[3.2.1]octane-3-carboxylate NC1=CC=C(C=N1)N1C2CN(CC1CC2)C(=O)OC(C)(C)C